C(O)(O)=O.N(CCCN(C)C)CCCN(C)C 3,3'-iminobis(N,N-dimethylpropylamine) carbonate